(R)-N-(1-(3-fluorophenyl)ethyl)-3-(pyridin-4-yl)-1,7-dihydroimidazo[4,5-f]indazole-6-carboxamide FC=1C=C(C=CC1)[C@@H](C)NC(=O)C=1NC2=C(C=C3C(=NNC3=C2)C2=CC=NC=C2)N1